[Fe].FC1=C(C(=C(C(=C1O)F)F)F)F pentafluorophenol iron